2-[(2-benzyloxy-phenylamino)-methylene]-malonic acid diethyl ester C(C)OC(C(C(=O)OCC)=CNC1=C(C=CC=C1)OCC1=CC=CC=C1)=O